C(C)NC(=O)NC1=NC2=C(N1)C(=CC(=C2)C2=C(C=CC(=C2)CC2=NNC(C1=CC=CC=C21)=O)F)F 1-Ethyl-3-(7-fluoro-5-(2-fluoro-5-((4-oxo-3,4-dihydrophthalazin-1-yl)methyl)phenyl)-1H-benzoimidazol-2-yl)urea